3-benzoxolane O1CCC2=C1C=CC=C2